propyl 2,2-diphenylcyclopropanecarboxylate C1(=CC=CC=C1)C1(C(C1)C(=O)OCCC)C1=CC=CC=C1